Sodium 3-[4-(5-{5-[6-ethoxy-5-(trifluoromethyl)pyridin-3-yl]-7-[(3-methoxy-2,2-dimethylpropyl)(methyl)amino]-1H-imidazo[4,5-b]pyridin-2-yl}pyrazin-2-yl)piperazin-1-yl]propanoate C(C)OC1=C(C=C(C=N1)C1=CC(=C2C(=N1)N=C(N2)C=2N=CC(=NC2)N2CCN(CC2)CCC(=O)[O-])N(C)CC(COC)(C)C)C(F)(F)F.[Na+]